ClC=1C=CC=C2C(C=C(OC12)C1=C(OCC(=O)NS(=O)(=O)C2CC2)C=C(C(=C1)OC)OC)=O 2-[2-(8-chloro-4-oxo-chromen-2-yl)-4,5-dimethoxy-phenoxy]-N-cyclopropylsulfonyl-acetamide